N1=C(C=CC2=CC=C3C=CC=NC3=C12)C=1C=C2C(=NC1)C1=C(O2)C=CC=C1O 3-(1,10-phenanthrolin-2-yl)-benzofuro[3,2-b]pyridine-9-ol